1-cyclopentylpiperidine-2,4-dione C1(CCCC1)N1C(CC(CC1)=O)=O